2-[3-bromo-4-(4-fluoro-2,6-dimethyl-phenoxy)phenyl]propan-2-ol tert-butyl-(R)-(6-(4,4,5,5-tetramethyl-1,3,2-dioxaborolan-2-yl)isochroman-4-yl)carbamate C(C)(C)(C)N(C(=O)OC(C)(C)C1=CC(=C(C=C1)OC1=C(C=C(C=C1C)F)C)Br)[C@H]1COCC2=CC=C(C=C12)B1OC(C(O1)(C)C)(C)C